ClC1=CC=C(C=N1)S(=O)(=O)N1CCC(CC1)N1C(N(CC1)C)=O 1-[1-(6-chloro-pyridine-3-sulfonyl)-piperidin-4-yl]-3-methyl-imidazolidin-2-one